BrC=1C(=C(C2=C(OC3(CCC(CC3)C=O)O2)C1)C)C(=O)OC methyl 6-bromo-4'-formyl-4-methylspiro[benzo[d][1,3]dioxole-2,1'-cyclohexane]-5-carboxylate